ethyl-dibutyl-cyclohexanol C(C)C1(CCC(CC1)(CCCC)CCCC)O